C12C(NC(C(CNC1)C2)=O)=O 3,7-diazabicyclo[3.3.1]nonane-2,4-dione